C(C(=C)C)(=O)OCC(COC(C(=C)C)=O)OC(=O)C1=C(C=C(C(=C1)C(=O)O)C(=O)OC(COC(C(=C)C)=O)COC(C(=C)C)=O)C(=O)O 2,5-bis(1,3-dimethacryloyloxyprop-2-yloxycarbonyl)benzen-1,4-dicarboxylic acid